COC1=CC=C(CN(C2=NC=C3C=C(C=NC3=C2)B2OC(C(O2)(C)C)(C)C)C)C=C1 N-(4-methoxybenzyl)-N-methyl-3-(4,4,5,5-tetramethyl-1,3,2-dioxaborolan-2-yl)-1,6-naphthyridin-7-amine